C(C)(C)(C)OC(=O)N1CCC2(C[C@@H](OC2=O)CCN2CC3=CC=CC=C3CC2)CC1 (R)-3-(2-(3,4-dihydroisoquinolin-2(1H)-yl)ethyl)-1-oxo-2-oxa-8-azaspiro[4.5]decane-8-carboxylic acid tert-butyl ester